3-((3-chloro-4-mercaptopyridin-2-yl)amino)-2,2-dimethylpropanenitrile ClC=1C(=NC=CC1S)NCC(C#N)(C)C